C(C)(=O)O[C@H]1C[C@@]2([C@@H]3CC[C@@H]4C[C@H](CC[C@@]4([C@H]3CC[C@@]2([C@H]1C=1C=CC(OC1)=O)C)C)NC(=O)NCCN1C(CNCC1)=O)O (3S,5R,8R,9S,10S,13R,14S,16S,17R)-14-hydroxy-10,13-dimethyl-17-(2-oxo-2H-pyran-5-yl)-3-(3-(2-(2-oxopiperazin-1-yl)ethyl)ureido)hexadecahydro-1H-cyclopenta[a]phenanthren-16-yl acetate